2-(3,4-dichlorophenoxy)propionic acid ClC=1C=C(OC(C(=O)O)C)C=CC1Cl